[Na].CC1OC2(OC1)CC1=C(C=C(S1)N(CC1=CC(=CC=C1)F)C(C)=O)CC2 Methyl-2-[acetyl(3-fluorobenzyl)amino]-4,7-dihydro-5H-spiro[1-benzothiophene-6,2'-[1,3]dioxolane] sodium